β-ethylglycidyl acrylate C(C=C)(=O)OC(C1CO1)CC